4-fluoro-6-methoxyindoline-1,2-dicarboxylic acid 1-tert-butyl 2-methyl ester COC(=O)C1N(C2=CC(=CC(=C2C1)F)OC)C(=O)OC(C)(C)C